BrC=1C=C(C(=C(COCCCO)C1)C=1C=C2C(=CN1)NN=C2)F 3-((5-bromo-3-fluoro-2-(1H-pyrazolo[3,4-c]pyridin-5-yl)benzyl)oxy)propan-1-ol